C(C)N(C(=O)C1=NC=CC=C1)C N-ethyl-N-methylpyridine-2-amide